OC[C@@H]1C[C@@H]([C@H]([C@@H](O1)OCCC1=CC=C(C=C1)O)O)O (2R,3R,4S,6S)-6-(hydroxymethyl)-2-(4-hydroxyphenylethoxy)tetrahydro-2H-pyran-3,4-diol